CS(=O)(=O)OCC1=CC2=C(N(C(=N2)N2C(=CC=C2C)C)C)C(=C1)C#N [7-cyano-2-(2,5-dimethylpyrrol-1-yl)-1-methyl-benzimidazol-5-yl]methyl methanesulfonate